ClCC1=CC=C(C=C1)C=1C=NN(C1)C 4-(4-chloromethyl-phenyl)-1-methyl-1H-pyrazole